chlorotrimethyl-aniline tert-butyl-2,2-dimethyl-4-[3-phenyl-3-[(6-sulfamoyl-2-pyridyl)amino]propyl]pyrrolidine-1-carboxylate C(C)(C)(C)OC(=O)N1C(CC(C1)CCC(NC1=NC(=CC=C1)S(N)(=O)=O)C1=CC=CC=C1)(C)C.ClC=1C(=C(N(C)C)C=CC1)C